(2R,5S)-5-(4-Chlorobenzyl)-4-(4-(1,5-dimethyl-1H-pyrazol-3-yl)cyclohexyl)-2-((methylsulfinyl)methyl)morpholin ClC1=CC=C(C[C@H]2CO[C@H](CN2C2CCC(CC2)C2=NN(C(=C2)C)C)CS(=O)C)C=C1